methyl 4-(6-(4-acrylamidophenyl)-4-aminopyrazolo[5,1-f][1,2,4]triazin-5-yl)-2-methoxybenzoate C(C=C)(=O)NC1=CC=C(C=C1)C1=NN2N=CN=C(C2=C1C1=CC(=C(C(=O)OC)C=C1)OC)N